O=CCC(=O)OC methyl 3-oxo-propionate